C(C)(C)C1=NC=CC(=C1NC(C(C(C=1C(=NC(=C(C1)Cl)Cl)Cl)=O)[N+](=O)[O-])=O)SC N-(2-isopropyl-4-(methylthio)pyridin-3-yl)-2-nitro-3-oxo-3-(2,5,6-trichloropyridin-3-yl)propanamide